NC1=C(SC=C1C1=CC=NC=C1)C(=O)OC Methyl 3-amino-4-(pyridin-4-yl)thiophene-2-carboxylate